C1(=CC=CC=C1)C1=C2C=CC=NC2=C2N=CC=CC2=C1 5-Phenyl-1,10-phenanthroline